[N+](#[C-])CS(=O)(=O)C1=CC=C(C=C1)C 1-(isocyanomethyl-sulfonyl)-4-methylbenzene